C1(CC1)N(C1=CC2=C(C(=N1)CO)CNC2=O)C 6-(cyclopropyl-(methyl)amino)-4-(hydroxymethyl)-2,3-dihydro-1H-pyrrolo[3,4-C]pyridin-1-one